4-Bromo-6-(2-fluoroethoxy)-1H-pyrazolo[3',4':3,4]pyrazolo[1,5-a]pyridine BrC=1C=2N(C=C(C1)OCCF)N=C1C2C=NN1